tert-butyl (rac)-2-(4-bromophenyl)-8-oxo-2,3,4,5a,6,7,8,9-octahydro-5H-1,2,5,7-tetraazabenzo[cd]azulene-5-carboxylate BrC1=CC=C(C=C1)N1N=C2CC(NC[C@H]3C2=C1CCN3C(=O)OC(C)(C)C)=O |r|